5-(4-(Cyanomethyl)piperidin-1-yl)-N-(3-(1-methyl-1H-1,2,4-triazol-3-yl)phenyl)pyrazolo[1,5-a]pyrimidine-3-carboxamide C(#N)CC1CCN(CC1)C1=NC=2N(C=C1)N=CC2C(=O)NC2=CC(=CC=C2)C2=NN(C=N2)C